2-hydroxy-N-(6-nitrobenzo[d]thiazol-2-yl)benzamide OC1=C(C(=O)NC=2SC3=C(N2)C=CC(=C3)[N+](=O)[O-])C=CC=C1